8-oxa-2,5-diazaspiro[3.5]nonan-6-one hydrochloride Cl.C1NCC12NC(COC2)=O